C[C@@](C(O)C(C)=O)(O)[C@@](O)([C@](O)([C@](O)(C(O)C(C)=O)C(C)=O)C)C 2,3,4-trimethyl-1,5,6-triacetylglucitol